The molecule is a member of the class of phenols that is phenol substituted by methoxy groups at positions 3, 4 and 5. It has a role as a plant metabolite. It is a member of phenols and a member of methoxybenzenes. COC1=CC(=CC(=C1OC)OC)O